ClC=1C=C(C=C2C=CC=NC12)/C=C/C(=O)OCC Ethyl (E)-3-(8-chloroquinolin-6-yl)acrylate